C(C)OC(=O)C=1C=NN(C1C(F)F)C1CN(CC(C1)(F)F)C1=C(C=CC(=C1)Cl)OS(=O)(=O)C(F)(F)F 1-[1-{5-chloro-2-[(trifluoromethanesulfonyl)oxy]phenyl}-5,5-difluoropiperidin-3-yl]-5-(difluoromethyl)-1H-pyrazole-4-carboxylic acid ethyl ester